2-((6-(1-methyl-1H-pyrazol-3-ylsulfonyl)-1-oxophthalazin-2(1H)-yl)methyl)benzoic acid CN1N=C(C=C1)S(=O)(=O)C=1C=C2C=NN(C(C2=CC1)=O)CC1=C(C(=O)O)C=CC=C1